OC(CN(CCCNC(CCCCCCCCCCCCCCCCC)=O)CCCOCCCCCCCCCCC(C)C)CO N-[3-[(2,3-dihydroxypropyl)(3-isotridecyloxypropyl)amino]propyl]stearamide